6-[(5-Fluoropyridin-2-yl)amino]-4-{[3-methoxy-4-(1-methyl-1H-1,2,4-triazol-3-yl)pyridin-2-yl]amino}-N-(2H3)methylpyridazin-3-carboxamid FC=1C=CC(=NC1)NC1=CC(=C(N=N1)C(=O)NC([2H])([2H])[2H])NC1=NC=CC(=C1OC)C1=NN(C=N1)C